C(N)(OC1=NN(C(=C1)C1=C(C2=C(N=CN=C2N)N1C)C1=CC=C(C=C1)OC1=NC=CC(=N1)C)C)=O (5-(4-amino-7-methyl-5-(4-((4-methylpyrimidin-2-yl) oxy) phenyl)-7H-pyrrolo[2,3-d]pyrimidin-6-yl)-1-methyl-1H-pyrazol-3-yl) carbamate